ClC=1C(=C(C=C(C1)F)[C@H](C)N[S@](=O)C(C)(C)C)COC1=CC=C(C=C1)OC (R)-N-((s)-1-(3-chloro-5-fluoro-2-((4-methoxyphenoxy)methyl)phenyl)ethyl)-2-methylpropane-2-sulfinamide